N-({6-[(cyclohexyl-amino)methyl]imidazo[1,2-a]pyridin-2-yl}methyl)-4-oxo-4H-pyrido[1,2-a]pyrimidine-2-carboxamide C1(CCCCC1)NCC=1C=CC=2N(C1)C=C(N2)CNC(=O)C=2N=C1N(C(C2)=O)C=CC=C1